O1N=C(C2=C1C=CC=C2)S(=O)(=O)N BENZISOXAZOLESULFONAMIDE